C1(CC1)C=1N=NN(C1)[C@H](C(=O)N1[C@@H](C[C@H](C1)O)C(=O)NC1CCN(CC1)C1=NN=C(C2=CC=CC=C12)C)C(C)(C)C (2S,4R)-1-[(2S)-2-(4-cyclopropyltriazol-1-yl)-3,3-dimethyl-butanoyl]-4-hydroxy-N-[1-(4-methylphthalazin-1-yl)-4-piperidyl]pyrrolidine-2-carboxamide